1-cyclobutyl-N-((6-((4-(5-(2,5-dihydro-1H-pyrrol-1-yl)pyridin-3-yl)-1H-1,2,3-triazol-1-yl)methyl)-1H-indole-2-yl)methyl)methylamine C1(CCC1)CNCC=1NC2=CC(=CC=C2C1)CN1N=NC(=C1)C=1C=NC=C(C1)N1CC=CC1